NC=1SC=C(N1)C(C(=O)OCC)C Ethyl 2-(2-aminothiazol-4-yl)propanoate